ONC(C1=CC=C(C=C1)NC1=NC2=C(N1CCCOC)C=CC=C2)=O N-hydroxy-4-(1-(3-methoxypropyl)-1H-benzo[d]imidazol-2-ylamino)benzamide